ClC=1N=C2C=C(C(=NC2=CC1)C1=CC=CC=C1)C1=CC=CC=C1 6-chloro-2,3-diphenyl-1,5-naphthyridine